9-bromo-6,7-dichloro-2-methyl-3,4-dihydropyrazino[1,2-a]indol-1(2H)-one BrC=1C=2C=C3N(C2C(=C(C1)Cl)Cl)CCN(C3=O)C